CC(CC=C)(C(C=CC)(CC)C)CC 4,5-dimethyl-4,5-diethyloctadiene